C1(CCC1)CC1CN(CCN1S(=O)(=O)C)C1=NC=C2C(=N1)N(N=C2C=2C(=C(C(=C(C2)C(F)(F)F)F)O)F)C 3-(6-(3-(Cyclobutylmethyl)-4-(methylsulfonyl)piperazin-1-yl)-1-methyl-1H-pyrazolo[3,4-d]pyrimidin-3-yl)-2,6-difluoro-5-(trifluoromethyl)phenol